C(C)(=O)N1CCC(CC1)(OC)C1=CC2=C(N=CN=C2N[C@H](C)C2=C(C(=NC=C2)C(=O)N(C)OC)F)N(C1=O)C 4-[(1R)-1-[[6-(1-acetyl-4-methoxy-4-piperidyl)-8-methyl-7-oxo-pyrido[2,3-d]pyrimidin-4-yl]amino]ethyl]-3-fluoro-N-methoxy-N-methyl-pyridine-2-carboxamide